C(C)(C)(C)NC(CN(C=1C2=C(N=C(N1)C=1N=CN(C1)C)CCC2)C)=O N-tert-butyl-2-[methyl[2-(1-methylimidazol-4-yl)-5H,6H,7H-cyclopenta[d]pyrimidin-4-yl]amino]acetamide